C(#N)C1=CC=C(C=C1)NC=1N=C(C2=C(N1)CCNC2)OC2=C(C=C(C#N)C=C2C)C 4-((2-((4-Cyanophenyl)amino)-5,6,7,8-tetrahydropyrido[4,3-d]pyrimidine-4-yl)oxy)-3,5-dimethylbenzonitrile